N-[2-(2-aminoethoxy)ethyl]-4-[[3-[1-(2,4-dihydroxybutyl)-3-(trifluoromethyl)pyrazol-4-yl]imidazo[1,2-a]pyrazin-8-yl]amino]-2-ethylbenzamide NCCOCCNC(C1=C(C=C(C=C1)NC=1C=2N(C=CN1)C(=CN2)C=2C(=NN(C2)CC(CCO)O)C(F)(F)F)CC)=O